ClC=1C(=NC(=NC1)N[C@H]1[C@@H](COCC1)O)C1=CN=C(S1)[C@@H]1[C@@H](CN(CC1)C)C (3S,4R)-4-((5-chloro-4-(2-((3S,4S)-1,3-dimethylpiperidin-4-yl)thiazol-5-yl)pyrimidin-2-yl)amino)tetrahydro-2H-pyran-3-ol